NCCC[Si](O[Si](C)(C)C)(O[Si](C)(C)C)C 3-aminopropyl-methylbis(trimethylsiloxy)silane